lithium 2-bromophenyl thiophenate S1C(=CC=C1)C(=O)OC1=C(C=CC=C1)Br.[Li]